C(C=C)C1N(CCN(C1)C(=O)OCC1=CC=CC=C1)C=1C2=C(N=C(N1)OC(CN(C)C)CCC=C)CN(CC2)C(=O)OC(C)(C)C tert-butyl 4-(2-allyl-4-((benzyloxy) carbonyl) piperazin-1-yl)-2-((1-(dimethylamino) hex-5-en-2-yl) oxy)-5,8-dihydropyrido[3,4-d]pyrimidine-7(6H)-carboxylate